Para-bromophenylethylamine BrC1=CC=C(C=C1)CCN